[NH4+].O1P(OC1)(=O)OP(=O)([O-])[O-].[NH4+] methylene diphosphate ammonium salt